NC1CCC(CC1)CC1CCC(CC1)N di(4-aminocyclohexyl)methane